3-amino-N-(3-(4-aminopiperidin-1-yl)-6-methylpyridin-2-yl)-6-(3-(trifluoromethyl)pyridin-2-yl)pyrazine-2-carboxamide NC=1C(=NC(=CN1)C1=NC=CC=C1C(F)(F)F)C(=O)NC1=NC(=CC=C1N1CCC(CC1)N)C